C(C(C)C)C1=CC=C2C[C@H](C(C2=C1)=O)C (R)-6-isobutyl-2-methyl-2,3-dihydro-1H-inden-1-one